N1=C(C=CC=C1)NC=1N=NC(=CN1)C(=O)N 3-(pyridin-2-ylamino)-1,2,4-triazine-6-carboxamide